bis(2,4,6-triisopropylphenyl)(4-vinylphenyl)phosphorus C(C)(C)C1=C(C(=CC(=C1)C(C)C)C(C)C)P(C1=CC=C(C=C1)C=C)C1=C(C=C(C=C1C(C)C)C(C)C)C(C)C